ClC1=CC=C2C(=N1)C=CS2(=O)=O 5-chloro-1λ6-thieno[3,2-b]pyridine-1,1-dione